(2S,5R)-2,5-dimethyl-4-(quinolin-8-yl)piperazine-1-carboxylic acid tert-butyl ester C(C)(C)(C)OC(=O)N1[C@H](CN([C@@H](C1)C)C=1C=CC=C2C=CC=NC12)C